N-{3-[(4-Chlorophenyl)amino]pyridin-4-yl}-5-(morpholin-4-yl)pyrazine-2-carboxamide ClC1=CC=C(C=C1)NC=1C=NC=CC1NC(=O)C1=NC=C(N=C1)N1CCOCC1